FC=1C=CC2=C(CCO2)C1CNC1=NC=C(C=2C1=CN=NC2)C2=C(C=C(C=O)C=C2)C 4-(5-(((5-fluoro-2,3-dihydrobenzofuran-4-yl)methyl)amino)pyrido[3,4-d]pyridazin-8-yl)-3-methylbenzaldehyde